BrC1=NN2C(NC(=C(C2=O)C2CCN(CC2)C(=O)OC(C)(C)C)C)=N1 tert-butyl 4-(2-bromo-5-methyl-7-oxo-4,7-dihydro-[1,2,4]triazolo[1,5-a]pyrimidin-6-yl)piperidine-1-carboxylate